C1[C@@H]([C@H](O[C@H]1N2C=C(C(=O)NC2=O)CO)COP(=O)([O-])[O-])O The molecule is major structure at pH 7.3. Conjugate base of CHEBI:40113. It is an organic molecular entity and an organophosphate oxoanion.